4-chloro-N-[1-(2,3-difluorophenyl)-1-methyl-ethyl]-6-(1-tetrahydropyran-2-ylindazol-6-yl)-1,3,5-triazin-2-amine ClC1=NC(=NC(=N1)C1=CC=C2C=NN(C2=C1)C1OCCCC1)NC(C)(C)C1=C(C(=CC=C1)F)F